2-(2,4-Diaminophenyl)-2-[4-[3-(4-fluorophenyl)-3-oxoprop-1-enyl]phenyl]octanedioic acid NC1=C(C=CC(=C1)N)C(C(=O)O)(CCCCCC(=O)O)C1=CC=C(C=C1)C=CC(=O)C1=CC=C(C=C1)F